COC(C1=CC(=CC(=C1)C(F)(F)F)/C(/N)=N/O)=O (Z)-3-(N'-hydroxycarbamimidoyl)-5-(trifluoromethyl)benzoic acid methyl ester